2,4-di-ethyloctane-1,3-diol C(C)C(CO)C(C(CCCC)CC)O